Deazaguanine mesylate CS(=O)(=O)O.C1=C(NC(=O)C2=C1NC=N2)N